1-(3-((4-((3'-(dimethylamino)-4-methoxy-[1,1'-biphenyl]-3-yl)amino)-7-methoxyquinazoline-6-yl)oxy)azetidin-1-yl)prop-2-en-1-one CN(C=1C=C(C=CC1)C1=CC(=C(C=C1)OC)NC1=NC=NC2=CC(=C(C=C12)OC1CN(C1)C(C=C)=O)OC)C